C(C)OC(=O)CCCCCC n-hexane-1-carboxylic acid ethyl ester